C1(=CC(=CC=C1)OC[C@@H](N)C(=O)O)C O-(3-tolyl)-D-serine